ClC1=CC=C(C=C1)[C@@]1(N(C(C2=CC(=CC(=C12)F)C(CC)(C=1N=CN(C1)C)O)=O)CC1=CC=C(C#N)C=C1)O[C@@H]1CC(CC1)=O 4-{[(1R)-1-(4-chlorophenyl)-7-fluoro-5-[1-hydroxy-1-(1-methyl-1H-imidazol-4-yl)propyl]-3-oxo-1-[(3S)-oxocyclopent-3-yloxy]-2,3-dihydro-1H-isoindol-2-yl]methyl}benzonitrile